FC=1C=2N(C=C(C1)C1=CNC=3N=C(N=CC31)NCCC(F)(F)F)N=CN2 5-(8-fluoro-[1,2,4]triazolo[1,5-a]pyridin-6-yl)-N-(3,3,3-trifluoropropyl)-7H-pyrrolo[2,3-d]pyrimidin-2-amine